[Ir](Cl)Cl.FC1=C(C=CC(=C1)F)C1=NC=CC=C1 (2,4-difluorophenylpyridine) iridium dichloride